N-(6-(4-((4-(4-((6-amino-2-butoxy-8-hydroxy-9H-purin-9-yl)methyl)benzoyl)piperazin-1-yl)methyl)piperidine-1-carbonyl)benzo[d]thiazol-2-yl)-2-naphthamide NC1=C2N=C(N(C2=NC(=N1)OCCCC)CC1=CC=C(C(=O)N2CCN(CC2)CC2CCN(CC2)C(=O)C2=CC3=C(N=C(S3)NC(=O)C3=CC4=CC=CC=C4C=C3)C=C2)C=C1)O